[N+](=O)([O-])C1=C2C(C=CC(C2=CC=C1)=O)=O 5-nitronaphthalene-1,4-dione